NCCCC(C(=O)O)CCCN 5-amino-2-(3-amino-propyl)-valeric acid